5-(1-fluorocyclopropyl)pyridin-2-amine FC1(CC1)C=1C=CC(=NC1)N